[Si](C1=CC=CC=C1)(C1=CC=CC=C1)(C(C)(C)C)OCCO 2-((tert-butyldiphenylsilyl)oxy)ethanol